tetrahydro-7H-pyrrolo[1',2':4,5]pyrazino[1,2-b]pyridazine-3,5-dione N1N2C(CC(C1)=O)C(N1C(=C2)C=CC1)=O